2-(p-bromophenyl)-4-phenyl-2H-chromene BrC1=CC=C(C=C1)C1OC2=CC=CC=C2C(=C1)C1=CC=CC=C1